CC(C)(C)N=C=NC(C)(C)C N,N-di-tert-butylcarbodiimide